CC(C(=O)N)C 2-methyl-propanamide